5-bromo-3-(4-(tert-butyl)piperazin-1-yl)pyridin-2-amine BrC=1C=C(C(=NC1)N)N1CCN(CC1)C(C)(C)C